COC=1C=C2C(=NC=NC2=CC1OCCCN1CCCCC1)N1CCN(CC1)C(=O)N 4-[6-methoxy-7-[3-(1-piperidinyl)propoxy]quinazolin-4-yl]piperazine-1-carboxamide